3-(ethylsulfamoyl)-4-(4,4,5,5-tetramethyl-1,3,2-dioxaborolan-2-yl)benzoic acid C(C)NS(=O)(=O)C=1C=C(C(=O)O)C=CC1B1OC(C(O1)(C)C)(C)C